Cl.N1=CN=C(C2=C1NC=C2)NC2=CC(=C1C(NC3(NN1C2=O)CCCCC3)=O)Cl 7'-((7H-pyrrolo[2,3-d]pyrimidin-4-yl)amino)-5'-chlorospiro[cyclohexane-1,2'-pyrido[2,1-f][1,2,4]triazine]-4',8'(1'H,3'H)-dione hydrochloride